Cl[Si](Cl)(Cl)[Si]([Si](Cl)(Cl)Cl)([Si](Cl)(Cl)Cl)[Si](Cl)(Cl)Cl Tetrakis(trichlorosilyl)silane